2,2-dimethyl-3-cinnamoyloxy-1-n-pentanol benzoate C(C1=CC=CC=C1)(=O)OCC(C(CC)OC(C=CC1=CC=CC=C1)=O)(C)C